OC1=CC=C(C=C1)C1=C(C=2CC3=CC=CC=C3C2C=C1)C1=CC=C(C=C1)O bis(4'-hydroxyphenyl)fluorene